CN([C@@H]1[C@H](CCCC1)N)C (1S,2S)-(+)-N,N-dimethyl-cyclohexane-1,2-diamine